OC1=C(C=C(C=C1C(CC(C)(C)C)(C)C)C(C1=CC=CC=C1)(C)C)N1N=C2C(=N1)C=CC=C2 2-[2'-hydroxy-3'-(1,1,3,3-tetramethyl-butyl)-5'-(α,α-dimethylbenzyl)-phenyl]benzotriazole